ClC=1C=C(C=CC1F)NC(N(C)[C@H](C)C1=CN=C(C2=CC=CC=C12)NCC)=O (R)-3-(3-chloro-4-fluorophenyl)-1-(1-(1-(ethylamino)isoquinolin-4-yl)ethyl)-1-methyl-urea